C(C)C=1N=C2N(C=C(C=C2)N2CCN(CC2)C([C@H](C)O)=O)C1N(C)C=1SC=C(N1)C1=CC=C(C=C1)F (S)-1-(4-(2-ethyl-3-((4-(4-fluorophenyl)thiazol-2-yl)(methyl)amino)imidazo[1,2-a]pyridin-6-yl)piperazin-1-yl)-2-hydroxypropan-1-one